C(C1=CC=CC=C1)C=1C=NC(=NC1)N1CCN(CC1)C=1C=NN2C1C=CC(=C2)C=2C=NN(C2)C(C)OCC 3-[4-(5-Benzylpyrimidin-2-yl)piperazin-1-yl]-6-[1-(1-ethoxyethyl)-1H-pyrazol-4-yl]pyrazolo[1,5-a]pyridine